dimethyl-(2-hydroxyethyl)-(3-sulfopropyl)ammonium tert-butyl-3-((6-(5-cyanopyrazin-2-ylamino)-3-(methylcarbamoyl)pyridazin-4-ylamino)methyl)azetidine-1-carboxylate C(C)(C)(C)OC(=O)N1CC(C1)CNC1=C(N=NC(=C1)NC1=NC=C(N=C1)C#N)C(NC)=O.C[N+](CCCS(=O)(=O)O)(CCO)C